tert-butyl 3-(4-{[(2R,7aS)-2-fluoro-hexahydropyrrolizin-7a-yl]methoxy}-6-ethenyl-1,3,5-triazin-2-yl)-3,8-diazabicyclo[3.2.1]octane-8-carboxylate F[C@@H]1C[C@@]2(CCCN2C1)COC1=NC(=NC(=N1)C=C)N1CC2CCC(C1)N2C(=O)OC(C)(C)C